methyl N2-(3-(4'-(4-(3-(3,5-diamino-6-chloropyrazine-2-carbonyl)guanidino)butyl)-[1,1'-biphenyl]-4-yl)propanoyl)-N2-methyl-L-lysinate NC=1C(=NC(=C(N1)N)Cl)C(=O)NC(NCCCCC1=CC=C(C=C1)C1=CC=C(C=C1)CCC(=O)N([C@@H](CCCCN)C(=O)OC)C)=N